(R)-4-amino-7-fluoro-N,3-dimethyl-N-(2-(trifluoromethyl)-6,7-dihydro-5H-cyclopenta[b]pyridin-5-yl)imidazo[1,5-a]quinoxaline-8-carboxamide NC=1C=2N(C3=CC(=C(C=C3N1)F)C(=O)N([C@@H]1CCC3=NC(=CC=C31)C(F)(F)F)C)C=NC2C